2-(6-Azaspiro[2.5]octan-6-yl)-4-(S-cyclopropylsulfonimidoyl)-N-(2-(4,4-difluoro-1-piperidinyl)-6-methyl-4-pyrimidinyl)benzamide C1CC12CCN(CC2)C2=C(C(=O)NC1=NC(=NC(=C1)C)N1CCC(CC1)(F)F)C=CC(=C2)S(=O)(=N)C2CC2